3-[2-methoxy-4-(prop-1-yn-1-yl)phenyl]-4-oxobicyclo[3.2.1]oct-2-en-2-yl methyl carbonate C(OC=1C2CCC(C(C1C1=C(C=C(C=C1)C#CC)OC)=O)C2)(OC)=O